Cl.N[C@H](C(=O)OC)CC(C)C (S)-methyl 2-amino-4-methylpentanoate hydrochloride